3-methylketopyrrole CC=1C(N=CC1)=O